C(CCCCCCCCCCCCCCC)[NH2+]CCCCCCCCCCCCCCCC di(hexadecyl)ammonium